NC=1C(=C2C(=C(N(C2=CC1C(=O)N)CC(F)(F)F)C)C#N)C1=C(C(=CC=C1)O)C 5-amino-3-cyano-4-(3-hydroxy-2-methylphenyl)-2-methyl-1-(2,2,2-trifluoroethyl)indole-6-carboxamide